1-(3,4-dichlorophenyl)-2-(2-imino-3-(prop-2-yn-1-yl)-2,3-dihydro-1H-benzo[d]imidazol-1-yl)ethan-1-ol ClC=1C=C(C=CC1Cl)C(CN1C(N(C2=C1C=CC=C2)CC#C)=N)O